(2S,4R)-allyl 4-(2-((1R,3R)-3-((2S,3S)-2-amino-N,3-dimethylpentanamido)-1-(isobutyryloxy)-4-methylpentyl)thiazole-4-carboxamido)-2-methyl-5-phenylpentanoate N[C@H](C(=O)N(C)[C@H](C[C@@H](OC(C(C)C)=O)C=1SC=C(N1)C(=O)N[C@H](C[C@@H](C(=O)OCC=C)C)CC1=CC=CC=C1)C(C)C)[C@H](CC)C